N-[4-(5-amino-1,2,4-oxadiazol-3-yl)-1,2,5-oxadiazol-3-yl]nitramide NC1=NC(=NO1)C=1C(=NON1)N[N+](=O)[O-]